Cl.Cl.CNCCOCCNC(=O)C1=CC2=C(N(C(=N2)NC=2SC3=C(N2)C=CC(=C3)OC(F)(F)F)C)C=C1 1-Methyl-2-(6-trifluoromethoxy-benzothiazol-2-ylamino)-1H-benzoimidazole-5-carboxylic acid [2-(2-methylamino-ethoxy)-ethyl]-amide dihydrochloride